4-fluoro-4-(3-methyl-1,2,4-oxadiazol-5-yl)-N-{2-[4-(propan-2-yl)piperazin-1-yl]phenyl}piperidine-1-carboxamide FC1(CCN(CC1)C(=O)NC1=C(C=CC=C1)N1CCN(CC1)C(C)C)C1=NC(=NO1)C